NC1=C(C=C(C(=N1)F)C=1C=C2C(CC3(CCN(CC3)CC(F)(F)F)OC2=CC1)=O)C=1C=C2CCNC(C2=CC1)=O 6-(6-amino-2-fluoro-5-(1-oxo-1,2,3,4-tetrahydroisoquinolin-6-yl)pyridin-3-yl)-1'-(2,2,2-trifluoroethyl)spiro[chromane-2,4'-piperidin]-4-one